N1C=CC2=CC(=CC=C12)N1[C@@H]2CN([C@H](C1)C2)C(=O)OC(C)(C)C (1S,4S)-tert-butyl 5-(1H-indol-5-yl)-2,5-diazabicyclo[2.2.1]heptane-2-carboxylate